NC1CCN(CC1)C1=C(C=NC2=CC=C(C=C12)C1=C(C(=CC(=C1)F)F)NC(OC)=O)C1=CC(=CC(=C1)F)F methyl N-{2-[4-(4-aminopiperidin-1-yl)-3-(3,5-difluorophenyl)quinolin-6-yl]-4,6-difluorophenyl}carbamate